methoxy-2-methylpropan-1-one COC(C(C)C)=O